2-methyl-6-(trifluoromethyl)morpholine CC1CNCC(O1)C(F)(F)F